3-(((tert-butyldimethylsilyl)oxy)methyl)-2-fluoropyridin-4-amine [Si](C)(C)(C(C)(C)C)OCC=1C(=NC=CC1N)F